(R)-4-Hydroxymandelate OC1=CC=C([C@H](C(=O)[O-])O)C=C1